COC1CCN(CC1)C1=C(CN2CCN(CC2)C(=O)N2N=C(C=C2)C(=O)OC(C)(C)C)C=CC(=C1)C(F)(F)F tert-butyl 1-(4-(2-(4-methoxypiperidin-1-yl)-4-(trifluoromethyl) benzyl) piperazine-1-carbonyl)-1H-pyrazole-3-carboxylate